C=1C=2N(C(NN1)=O)C=CC2 pyrrolo[1,2-d][1,2,4]triazin-4-one